butyl 6-(4-(5-chloro-6-methyl-1-(tetrahydro-2H-pyran-2-yl)-1H-indazol-4-yl)-3-(4-(methoxycarbonyl)phenyl)-5-methyl-1H-pyrazol-1-yl)-2-azaspiro[3.3]heptane-2-carboxylate ClC=1C(=C2C=NN(C2=CC1C)C1OCCCC1)C=1C(=NN(C1C)C1CC2(CN(C2)C(=O)OCCCC)C1)C1=CC=C(C=C1)C(=O)OC